3a,6,6,9a-Tetramethyldodecahydro-naphtho[2,1-b]furan CC12OCCC1C1(CCCC(C1CC2)(C)C)C